O=C1NC=CC(=C1)C1=CN(C2=NC=C(N=C21)OC2CN(CC2)C(=O)OC(C)(C)C)COCC[Si](C)(C)C tert-butyl 3-((7-(2-oxo-1,2-dihydropyridin-4-yl)-5-((2-(trimethylsilyl)ethoxy)methyl)-5H-pyrrolo[2,3-b]pyrazin-2-yl)oxy)pyrrolidine-1-carboxylate